S1N=CC(CC2=C1C=CC=C2)=O benzothiazepine-4(5H)-one